CC(CNC1CCNCC1)(CC1=CC=NC=C1)C N-(2,2-dimethyl-3-(pyridin-4-yl)propyl)piperidin-4-amine